ClC1=C2C(=NNC2=CC(=C1)F)N1CC(C(C1)(F)F)(F)F 4-chloro-6-fluoro-3-(3,3,4,4-tetrafluoropyrrolidin-1-yl)-1H-indazole